FC=1C=CC(=NC1)C1=NC=C(C(=C1)C)N1C(O[C@]2(C1)C[C@@](CCC2)(C)CN2C=NC1=C2C=C(C=C1)C#N)=O 1-(((5S,7S)-3-(5'-fluoro-4-methyl-[2,2'-bipyridin]-5-yl)-7-methyl-2-oxo-1-oxa-3-azaspiro[4.5]decan-7-yl)methyl)-1H-benzo[d]imidazole-6-carbonitrile